4-bromopyridin-2-amine BrC1=CC(=NC=C1)N